(1R,2R,3aS,10aR)-2-hydroxy-1-[(1E,3ξ,4ξ)-3-hydroxy-4-(trifluoromethyl)-1-octen-1-yl]-2,3,3a,9,10,10a-hexahydro-1H-benzo[b]cyclopenta[f]oxepin-6-carboxylic acid O[C@@H]1C[C@H]2[C@H](CCC3=C(O2)C=C(C=C3)C(=O)O)[C@H]1\C=C\C(C(CCCC)C(F)(F)F)O